C(CCC)SSC[C@@]1(C[C@H](O)[C@@H](CO)O1)N1C=NC=2C(=O)NC(N)=NC12 butyldithiomethyl-2'-deoxyguanosine